(R)-tert-butyl 3-(4-(4,4,5,5-tetramethyl-1,3,2-dioxaborolan-2-yl)-1H-pyrazol-1-yl)pyrrolidine-1-carboxylate CC1(OB(OC1(C)C)C=1C=NN(C1)[C@H]1CN(CC1)C(=O)OC(C)(C)C)C